3,4-Difluorobenzoic acid [3-(3-ethyl-4-oxo-spiro[6,8-dihydro-5H-pyrazolo[4,3-c]azepin-7,4'-tetrahydropyran]-1-yl)-2,2-dimethyl-propyl] ester C(C)C1=NN(C2=C1C(NCC1(CCOCC1)C2)=O)CC(COC(C2=CC(=C(C=C2)F)F)=O)(C)C